2-(2,6-dichlorophenyl)-5-((5-(3-hydroxyazetidine-1-carbonyl)pyridin-2-yl)amino)-2H-1,2,3-triazole-4-carboxamide ClC1=C(C(=CC=C1)Cl)N1N=C(C(=N1)C(=O)N)NC1=NC=C(C=C1)C(=O)N1CC(C1)O